FC=1C(=CC(=C(C1)CN(C)C)C(F)(F)F)N=C=S 1-(5-fluoro-4-isothiocyanato-2-(trifluoromethyl)phenyl)-N,N-dimethylmethanamine